CC1=C(C(=CC(=C1)N1CC2=C(CCC1)C=C(C=C2)OC2CCC(CC2)C(F)(F)F)C)NC(CC(C)(C)C)=O N-(2,6-Dimethyl-4-(7-((4-(trifluoromethyl)cyclohexyl)oxy)-1,3,4,5-tetrahydro-2H-Benzo[c]azepine-2-yl)phenyl)-3,3-dimethylbutanamide